C(C)O[Si]1(N(CCC1)CCCC)C 2-ethoxy-2-methyl-1-butyl-1-aza-2-silacyclopentane